1,3-dimethyl 2-[(5-bromo-2-chloropyridin-4-yl)methyl]propanedioate BrC=1C(=CC(=NC1)Cl)CC(C(=O)OC)C(=O)OC